BrC=1C(=CC(=C(C1)S(=O)(=O)N[C@@H](C(=O)NC1=CC=CC=C1)C1CCCCC1)F)F (R)-2-((5-bromo-2,4-difluorophenyl)sulfonamido)-2-cyclohexyl-N-phenylacetamide